C(C)(C)(C)C1N(CC(=CC1=C=O)OC)C(=O)OCC1=CC2=C(N=C(O2)C2CC2)C=C1F (2-Cyclopropyl-5-fluoro-benzo[d]oxazol-6-yl)methanol Tert-butyl-5-methoxy-3-carbonyl-3,6-dihydropyridine-1(2H)-carboxylate